OP(O)OP(O)O.C(C)(C)(C1=CC=CC=C1)C1=C(C=CC(=C1)C(C)(C)C1=CC=CC=C1)C(O)(C(CO)(CO)CO)C1=C(C=C(C=C1)C(C)(C)C1=CC=CC=C1)C(C)(C)C1=CC=CC=C1 bis(2,4-di-cumylphenyl)-pentaerythritol diphosphite